(4-((4-amino-2-butyl-1H-imidazo[4,5-d]thieno[3,2-b]pyridin-1-yl)methyl)phenyl)methanol NC1=C2C(=C3C(=N1)C=CS3)N(C(=N2)CCCC)CC2=CC=C(C=C2)CO